(3-(2-aminoethyl)phenyl)(5-((4-(4-chlorothiazol-2-yl)piperazin-1-yl)sulfonyl)-2,3-dihydro-1H-pyrrolo[3,2-b]pyridin-1-yl)methanone NCCC=1C=C(C=CC1)C(=O)N1CCC2=NC(=CC=C21)S(=O)(=O)N2CCN(CC2)C=2SC=C(N2)Cl